3-(4-ethyl-3-methylphenyl)-N-methylcyclobutan-1-amine, trifluoroacetate salt FC(C(=O)O)(F)F.C(C)C1=C(C=C(C=C1)C1CC(C1)NC)C